(20S)-20-bromomethyl-3,3-ethylenedioxy-5-pregnene BrC[C@@H](C)[C@H]1CC[C@H]2[C@@H]3CC=C4CC5(CC[C@]4(C)[C@H]3CC[C@]12C)OCCO5